C(CCCCCC)C(C(=O)O)(CCCCCN(CCCCCCC(=O)O)CCCNC(=O)OC(C)(C)C)CCCCCCC.BrC1=CC2=C(N=C(N=C2)NC=2C=C(C=CC2)CO)N2C1=NCC2 (3-((6-bromo-8,9-dihydroimidazo[1',2':1,6]pyrido[2,3-d]pyrimidin-2-yl)amino)phenyl)methanol diheptyl-7,7'-((3-((tert-butoxycarbonyl)amino)propyl)azanediyl)diheptanoate